2-chloro-3,4-dihydro-7,8-methylenedioxy-1H-benzo[b][1,4]diazepine ClC1CCNC2=C(N1)C=C1C(=C2)OCO1